2-Methoxyethanone COCC=O